Cl.C(C=1C(C(=O)O)=CC=CC1)(=O)O phthalic acid-HCl